FC1(CCN(CCC1)C=1C(=NC(=CC1)C(F)(F)F)C1NC=CC(=N1)C)F 2-[3-(4,4-Difluoroazepan-1-yl)-6-(trifluoromethyl)-2-pyridinyl]-4-methyl-1H-pyrimidine